(1R,2R)-ethyl 2-((S)-((E)-2-((tert-butoxycarbonyl)imino)-4,4-diethyl-6-oxotetrahydropyrimidin-1(2H)-yl)(pyridin-3-yl)methyl)cyclopropanecarboxylate C(C)(C)(C)OC(=O)\N=C/1\N(C(CC(N1)(CC)CC)=O)[C@@H]([C@H]1[C@@H](C1)C(=O)OCC)C=1C=NC=CC1